C(C)(=O)N1CCN(CC1)C1=NC(=C2C=C(C(N(C2=C1)C)=O)C)N1CCCC2=CC(=C(C=C12)C(F)F)C=1C=NN(C1)C 7-(4-acetylpiperazin-1-yl)-5-(7-(difluoromethyl)-6-(1-methyl-1H-pyrazol-4-yl)-3,4-dihydroquinolin-1(2H)-yl)-1,3-dimethyl-1,6-naphthyridin-2(1H)-one